6-Cinnolin-7-yl-5-[1-(2,2-dimethylpropyl)-1H-pyrazol-4-yl]pyridin-2-carbonitril N1=NC=CC2=CC=C(C=C12)C1=C(C=CC(=N1)C#N)C=1C=NN(C1)CC(C)(C)C